(2S,3R)-2-(2-naphthoyl)-3-phenylspiro[cyclopropane-1,2'-indene]-1',3'-dione C1=C(C=CC2=CC=CC=C12)C(=O)[C@H]1[C@@H](C12C(C1=CC=CC=C1C2=O)=O)C2=CC=CC=C2